COC(C[C@H](NC(=O)OC(C)(C)C)C1=CC=C(C=C1)Br)=O (S)-3-(4-bromophenyl)-3-((tert-butoxycarbonyl)amino)propionic acid methyl ester